C(CC)C1=CC=C(C=C2NCC3=CC=CC=C23)C=C1 3-(4-propylbenzylidene)isoindolin